ClC1=C(CN(C2=NC=3N(C(=C2)C=2C=NNC2)N=C(C3)C(=O)NC3=CC=C(C=C3)Cl)C)C=CC=C1 5-((2-chlorobenzyl)(methyl)amino)-N-(4-chlorophenyl)-7-(1H-pyrazol-4-yl)pyrazolo[1,5-a]pyrimidine-2-carboxamide